N=1C=C(N2N=CC=CC21)NC(=O)C2=CC1=CN(N=C1C=C2OC)C2CCC1(CC(N(C1)C)=O)CC2 N-(imidazo[1,2-b]pyridazin-3-yl)-6-methoxy-2-((5s,8s)-2-methyl-3-oxo-2-azaspiro[4.5]decan-8-yl)-2H-indazole-5-carboxamide